C(#N)C1=CN=C(S1)C1=CC(=CN1)S(=O)(=O)NC1=C(C=C(C(=C1)F)C(F)(F)F)F 5-(5-cyano-1,3-thiazol-2-yl)-N-[2,5-difluoro-4-(trifluoromethyl)phenyl]-1H-pyrrole-3-sulfonamide